ClC=1C=C2C(=NC=NC2=CC1C1=C(C=CC(=C1)C1CC1)F)N1CCN(CC1)C(C=C)=O 1-(4-(6-chloro-7-(5-cyclopropyl-2-fluorophenyl)quinazolin-4-yl)piperazin-1-yl)prop-2-en-1-one